pentyl-leucine C(CCCC)N[C@@H](CC(C)C)C(=O)O